BrC1=C(C=C(C=C1)OC1=CC(=CC=C1)C(F)(F)F)[N+](=O)[O-] 1-Bromo-2-nitro-4-(3-(tri-fluoromethyl)phenoxy)benzene